ClC=1C(=NC=CC1)N1N=CC=C1C(=O)O 1-(3-chloropyridine-2-yl)-1H-pyrazole-5-formic acid